C(C)(C)[C@H]1CO[C@@]23CC[C@@H](C[C@H]3CCC(N21)=O)N(C2CN(C2)C(=O)OC(C)(C)C)CC2=CC=C(C=C2)C(F)(F)F tert-butyl 3-[[(3S,7aR,9S,11aR)-3-isopropyl-5-oxo-3,6,7,7a,8,9,10,11-octahydro-2H-oxazolo[2,3-j]quinolin-9-yl]-[[4-(trifluoromethyl)phenyl]methyl]amino]azetidine-1-carboxylate